COC1=C(C=C(C=N1)CCC(CN1CCN(CC1)C1=NC=C(C=N1)C(F)(F)F)=O)C(F)(F)F 4-(6-methoxy-5-(trifluoromethyl)pyridin-3-yl)-1-(4-(5-(trifluoromethyl)pyrimidin-2-yl)piperazin-1-yl)butanone